CC1=CC=C(C=C1)S(=O)(=O)N1C=CC=2C1=NC=C(C2NC2CCC(CC2)COS(=O)(=O)C2=CC=C(C)C=C2)C(=O)OCC ethyl 1-p-toluenesulfonyl-4-(((1r,4r)-4-((p-toluenesulfonyloxy) methyl) cyclohexyl) amino)-1H-pyrrolo[2,3-b]pyridine-5-carboxylate